6-(difluoromethoxy)-1,2,4-triazine-3-amine FC(OC1=CN=C(N=N1)N)F